CN1C[C@H](CCC1)O (S)-1-methyl-3-hydroxypiperidine